FC(C(=O)O)(F)F.C1=C(C=CC2=CC=CC=C12)OC(C(C1=CC=CC=C1)N(C)C)=O.C(C=C)(=O)OCCC[Si](OCCOC)(OCCOC)OCCOC acryloxypropyl-tris(methoxy-ethoxy)silane naphthalen-2-yl-2-(dimethylamino)-2-phenylacetate trifluoroacetate